O=C(C(=O)O)C=C oxobut-3-enoic acid